BrC1=CC=C(C=C1)CC(C1=CC=CC=C1)Cl 1-bromo-4-(2-chloro-2-phenylethyl)benzene